[Si](C1=CC=CC=C1)(C1=CC=CC=C1)(C(C)(C)C)OC1=C(C(=CC=C1)F)C=1C=C2C(NNC(C2=CC1Cl)=O)=O 6-(2-((tert-butyldiphenylsilyl)oxy)-6-fluorophenyl)-7-chloro-2,3-dihydro-phthalazine-1,4-dione